ClC1=NC=C(C(=N1)NC1CCNCC1)F 2-Chloro-5-fluoro-N-(piperidin-4-yl)pyrimidin-4-amine